(2S,4S)-4-(5-(benzyloxy)-2-methylbenzofuran-3-carboxamido)pyrrolidine-2-carboxylic acid C(C1=CC=CC=C1)OC=1C=CC2=C(C(=C(O2)C)C(=O)N[C@H]2C[C@H](NC2)C(=O)O)C1